6-{5-chloro-2-[(Oxacyclohex-4-yl)amino]pyrimidin-4-yl}-2-[2-(2-oxopyrrolidin-1-yl)ethyl]-2,3-dihydro-1H-isoindol-1-one ClC=1C(=NC(=NC1)NC1CCOCC1)C1=CC=C2CN(C(C2=C1)=O)CCN1C(CCC1)=O